(R)-7-(3-chloro-5-fluorophenoxy)-N-((1R,5S,8s)-3-(6-methylpyrimidin-4-yl)-3-azabicyclo[3.2.1]oct-8-yl)-6,7-dihydro-5H-pyrrolo[1,2-b][1,2,4]triazol-2-amine ClC=1C=C(O[C@@H]2CCN3N=C(N=C32)NC3[C@H]2CN(C[C@@H]3CC2)C2=NC=NC(=C2)C)C=C(C1)F